ClC=1C=C(C=C(C1)Cl)[C@@]1(CC(=NO1)C=1C=C(C(=CC1)C)C(=O)NCC(NCC(F)(F)F)=O)C(F)(F)F 4-[(5S)-5-(3,5-Dichlorophenyl)-4,5-dihydro-5-trifluoromethyl-1,2-oxazol-3-yl]-N-[2-oxo-2-(2,2,2-trifluoroethylamino)ethyl]-o-toluamid